C1=CC=C(C=C1)NC(=S)NC2=CC=CC=C2 N,N'-diphenylthiourea